BrC=1C=C(SC1)C(=O)N1C2CC(CC1CC2)NC(OC(C)(C)C)=O tert-butyl (8-(4-bromothiophene-2-carbonyl)-8-azabicyclo[3.2.1]octane-3-yl)carbamate